NC(CCCCCCCCCC)(C)N diamino-1,10-dimethyldecane